1-dodecyl-3-(1,1,3,3-tetramethylbutyl)imidazolium acetate C(C)(=O)[O-].C(CCCCCCCCCCC)N1C=[N+](C=C1)C(CC(C)(C)C)(C)C